(2S)-2-(tert-butoxycarbonylamino)-2-cyclohexyl-acetic acid C(C)(C)(C)OC(=O)N[C@H](C(=O)O)C1CCCCC1